(1S)-3-(7-(4-Methoxyphenyl)-3-methyl-8-(1-methyl-1H-indazol-5-yl)-2-oxo-3,6-dihydroimidazo[4,5-d]pyrrolo[2,3-b]pyridin-1(2H)-yl)-N-methyl-8-azabicyclo[3.2.1]octane-3-carboxamide COC1=CC=C(C=C1)C1=C(C=2C(=NC=C3C2N(C(N3C)=O)C3(C[C@@H]2CCC(C3)N2)C(=O)NC)N1)C=1C=C2C=NN(C2=CC1)C